ClC1=NC=C(C(=O)NOCC)C(=C1)NC1=C(C(=CC=C1)C1=NC=C(C=N1)F)OC 6-chloro-4-((3-(5-fluoropyrimidin-2-yl)-2-methoxyphenyl)amino)-N-ethoxynicotinamide